5-Isobutyl-2,2,7-trimethyl-4H-benzo[d][1,3]dioxin-4-one C(C(C)C)C1=CC(=CC=2OC(OC(C21)=O)(C)C)C